FC1=CC=C(OC=2C=CC(=NC2)C2CN(C2)C(=O)OC(C)(C)C)C=C1 tert-butyl 3-[5-(4-fluorophenoxy)-2-pyridyl]azetidine-1-carboxylate